N1=C(C=C2N1C=CC=C2)C(C)=O 1-(pyrazolo[1,5-a]pyridin-2-yl)ethan-1-one